OC=1C=C(C=CC1O)CC(C(=O)O)OC(\C=C\C1=C(C(=C(C=C1)O)O)\C=C\C1=CC(=C(C=C1)O)O)=O 3-(3,4-dihydroxyphenyl)-2-(((E)-3-(2-((E)-3,4-dihydroxystyryl)-3,4-dihydroxyphenyl)acryloyl)oxy)propanoic acid